C(C)(C)(C)OC(=O)N1CCC(=CC1)C1=CC(=C(C(=O)NC2=CC(=C(C=C2)N2CCN(CC2)C(=O)OC(C)(C)C)C)C=C1)Cl tert-butyl 4-(4-(4-(1-(tert-butoxycarbonyl)-1,2,3,6-tetrahydropyridin-4-yl)-2-chlorobenzamido)-2-methylphenyl)piperazine-1-carboxylate